C(C=CC1=CC=CC=C1)(=O)C(O)(C[N+](C)(C)C)CC([O-])=O cinnamoyl-carnitine